[C@H]12OC[C@](CC1)(C2)N2N=C1N=C(C(=CC1=C2)C(=O)NC=2C(N(C=CC2)[C@@H]2[C@@H](C2)C)=O)OC2CC2 2-((1S,4S)-2-oxabicyclo[2.2.1]hept-4-yl)-6-cyclopropoxy-N-(1-((1S,2R)-2-methylcyclopropyl)-2-oxo-1,2-dihydropyridin-3-yl)-2H-pyrazolo[3,4-b]pyridine-5-carboxamide